ClC=1C=CC(=C(C1)NC(CNC(C(=O)OC(C)(C)C)CC=1C=NC=CC1)=O)N1N=NC(=C1)Cl tert-butyl 2-((2-((5-chloro-2-(4-chloro-1H-1,2,3-triazol-1-yl)phenyl)amino)-2-oxoethyl)amino)-3-(pyridin-3-yl)propanoate